CC1=NC(=CC=C1C=1C=CC(=C(C1)C1=CC=C(C=C1)N1C2=CC=CC=C2C=2C=CC=CC12)C1=NC(=NC(=N1)C1=CC=CC=C1)C1=CC=CC=C1)C 9-(5'-(2,6-dimethylpyridin-3-yl)-2'-(4,6-diphenyl-1,3,5-triazin-2-yl)-[1,1'-biphenyl]-4-yl)-9H-carbazole